COCCNCC=1C(=NC=CC1)NC 3-(((2-methoxyethyl)amino)methyl)-N-methylpyridin-2-amine